OC=1C=C(C=2OC3=CC(=CC(=C3C(C2)=O)O)O)C=CC1OC 3',5,7-trihydroxy-4'-methoxyflavone